5,10,15,20-tetracarboxylphenyl-porphyrin C(=O)(O)C=1C=CC=C(C1)C1=C2NC(=C1)C=C1C=CC(=N1)C(=C1C=CC(N1)=C(C=1C=CC(N1)=C2C(=O)O)C(=O)O)C(=O)O